(Acetyloxy)-2-[(acetyloxy)methyl]-6-(4-cinnamoylphenoxy)tetrahydro-2H-pyran-4-ylacetate C(C)(=O)OC(C(=O)[O-])C1CC(OC(C1)OC1=CC=C(C=C1)C(C=CC1=CC=CC=C1)=O)COC(C)=O